OC1(CCNCCC1)CC(=O)OC(C)(C)C tert-butyl 2-(4-hydroxyazepan-4-yl)acetate